CN1C=NC=CC1=O 1-methyl-6-oxo-1,6-dihydropyrimidine